2-methylpropan-1-yl-(1-methyl-palmityl-glutamic acid) CC(CN([C@@H](CCC(=O)O)C(=O)O)C(CCCCCCCCCCCCCCC)C)C